2,5-bis(3-dodecylthiophen-2-yl)thieno[3,2-b]thiophene C(CCCCCCCCCCC)C1=C(SC=C1)C1=CC2=C(S1)C=C(S2)C=2SC=CC2CCCCCCCCCCCC